BrCCCCC=O 5-Bromopentanal